COC1=CC=C(C=C1)C1=C(C(=C2C=CC=CC2=C1)C=1C(=C(C=C2C=CC=CC12)C1=CC=C(C=C1)OC)O)O (R)-3,3'-bis(4-methoxyphenyl)-[1,1'-binaphthyl]-2,2'-diol